OC1CCN(CC1)C1=CC=C(C=C1)C(\C=C\C1=CC=C(C=C1)OCCCCC)=O (E)-1-[4-(4-Hydroxypiperidin-1-yl)phenyl]-3-(4-pentoxyphenyl)prop-2-en-1-one